3-[(3aS,4R,5R,8aR)-4-hydroxy-5,7-dimethyl-3-methylidene-2-oxo-4,5,8,8a-tetrahydro-3aH-cyclohepta[b]furan-6-yl]propyl acetate C(C)(=O)OCCCC=1[C@H]([C@H]([C@H]2[C@H](OC(C2=C)=O)CC1C)O)C